BrC1=CC=C(O1)C1=C(C(CC1)=O)C 3-(5-bromo-furan-2-yl)-2-methyl-cyclopent-2-enone